2-methyl-6,7-dihydrobenzo[d]oxazol CC=1OC2=C(N1)C=CCC2